COCC1=NC2=C(N1)C=C(C=C2C(=O)NC2=CC=C(C=C2)C(F)(F)F)NC(=O)C2=C(C=CC=C2)C(F)(F)F 2-(methoxymethyl)-N-[4-(trifluoromethyl)phenyl]-6-({[2-(trifluoromethyl)phenyl]carbonyl}amino)-1H-benzimidazole-4-carboxamide